ClC1=CC=C(C=C1)[C@@]1(N(C(C2=CC(=CC(=C12)F)C(C)(C)O)=O)CC1=NC=C(C=C1)Cl)OCC1(CC1)S(=O)C (3R)-3-(4-Chlorophenyl)-2-[(5-chloropyridin-2-yl)methyl]-4-fluoro-6-(2-hydroxypropan-2-yl)-3-[(1-methansulfinylcyclopropyl)methoxy]-2,3-dihydro-1H-isoindol-1-on